C(#N)C1=CC(=C(C=C1)NS(=O)(=O)C1=CNC=2CC(CCC12)C(C)(C)OC(F)F)F N-(4-cyano-2-fluorophenyl)-6-[2-(difluoromethoxy)propan-2-yl]-4,5,6,7-tetrahydro-1H-indole-3-sulfonamide